3-methylthiohexanol CSC(CCO)CCC